ClC1=CC=C(C=C1)C=1N=NN(C1)C[Si](C)(C)C [4-(4-chlorophenyl)triazol-1-yl]methyl-trimethyl-silane